N1C=C(C2=CC=CC=C12)C1=NC(=NC=C1C(F)(F)F)NC=1C=CC(=C(C1)NC(CC)=O)N(CC)CCN(C)C N-(5-((4-(1H-indol-3-yl)-5-(trifluoromethyl)pyrimidin-2-yl)amino)-2-((2-(dimethylamino)ethyl)(ethyl)amino)phenyl)propionamide